3-(6-methoxypyridin-3-yl)-3-(4-(2-(5,6,7,8-tetrahydro-1,8-naphthyridin-2-yl)ethyl)-1H-indazol-1-yl)propionic acid COC1=CC=C(C=N1)C(CC(=O)O)N1N=CC2=C(C=CC=C12)CCC1=NC=2NCCCC2C=C1